C(C)(C)(C)OC(=O)N1CC(CC=C1C=1C=C2C=CN=CC2=CC1)C 6-(Isoquinolin-6-yl)-3-methyl-3,4-dihydropyridine-1(2H)-carboxylic acid tert-butyl ester